C(C)(C)(C)OC(=O)N1CCC(=CC1)C1=NC=2N(C(=C1)N(CC1=CC(=CC=C1)NC(=O)C1=CCCC1)C(=O)OC(C)(C)C)N=CC2C(C)C 4-(7-((tert-butoxycarbonyl)(3-(cyclopent-1-en-1-carboxamido)benzyl)amino)-3-isopropylpyrazolo[1,5-a]pyrimidin-5-yl)-3,6-dihydropyridine-1(2H)-carboxylic acid tert-butyl ester